C(C)OC(=O)C=1SC(=C(C1Br)Br)Br 3,4,5-tribromothiophene-2-carboxylic acid ethyl ester